C(C)N(C(C(=O)O)=O)CC1=C(C=C(C=C1)F)C 2-[ethyl-[(4-fluoro-2-methyl-phenyl)methyl]amino]-2-oxo-acetic acid